(2-amino-3-(3-(4-(pyridin-2-yloxy)benzyl)isoxazol-5-yl)pyridin-1-ium-1-yl)methyl hydrogen phosphate P(=O)(OC[N+]1=C(C(=CC=C1)C1=CC(=NO1)CC1=CC=C(C=C1)OC1=NC=CC=C1)N)(O)[O-]